OCCOCC(CCC)O 1-(2-Hydroxyethoxy)-2-pentanol